5-cyclopropyl-2-[4-[[(1s,3r)-3-hydroxycyclohexyl]amino]pyrido[3,4-d]pyridazin-1-yl]phenol C1(CC1)C=1C=CC(=C(C1)O)C1=C2C(=C(N=N1)N[C@@H]1C[C@@H](CCC1)O)C=NC=C2